6-butyl-3-[(2E)-3,7-dimethylocta-2,6-dien-1-yl]-4-hydroxy-2-{[(3S,4R,5S,6S)-4,5,6-trihydroxyoxan-3-yl]methoxy}benzoic acid C(CCC)C1=CC(=C(C(=C1C(=O)O)OC[C@H]1CO[C@@H]([C@H]([C@@H]1O)O)O)C\C=C(\CCC=C(C)C)/C)O